2,3-dihydroxypropyl 1-methyl-D-tryptophanate CN1C=C(C[C@@H](N)C(=O)OCC(CO)O)C2=CC=CC=C12